COC(=O)C1=C(N(C(C=C1\C=C/OCC)=O)C)NC1=C(C=C(C=C1)SC)F 4-[(Z)-2-ethoxyvinyl]-2-[2-fluoro-4-(methylsulfanyl)phenylamino]-1-methyl-6-oxo-1,6-dihydropyridine-3-carboxylic acid methyl ester